F[C@H]1C[C@H](N2N=C(N=C21)C(=O)[C@@H]2[C@H](C2)F)C2=CC=CC=C2 ((5S,7S)-7-fluoro-5-phenyl-6,7-dihydro-5H-pyrrolo[1,2-b][1,2,4]triazol-2-yl)((1R,2S)-2-fluorocyclopropyl)methanone